iso-Nonyl-phenol C(CCCCCC(C)C)C1=C(C=CC=C1)O